5-(2-cyclopropyl-1-(3-(4-methylpiperazin-1-yl)bicyclo[1.1.1]-pentan-1-yl)-1H-imidazol-4-yl)-3-(difluoro-methoxy)pyridin-2-amine C1(CC1)C=1N(C=C(N1)C=1C=C(C(=NC1)N)OC(F)F)C12CC(C1)(C2)N2CCN(CC2)C